N[C@@H](CN1C(C=2C=C3C(=CC2CC1)N(C(=N3)C=3N(C1=C(C=CC=C1C3)OCC3COC3)CC3CC3)C)=O)CF (S)-6-(2-amino-3-fluoropropyl)-2-(1-(cyclopropylmethyl)-7-(oxetan-3-ylmethoxy)-1H-indol-2-yl)-1-methyl-1,6,7,8-tetrahydro-5H-imidazo[4,5-g]isoquinolin-5-one